2,2'-biquinoline-4,4'-dicarboxylic acid N1=C(C=C(C2=CC=CC=C12)C(=O)O)C1=NC2=CC=CC=C2C(=C1)C(=O)O